ethyl-α-propyl-pentanoic acid C(C)C(C(=O)O)(CCC)CCC